4-(3-fluorophenyl)-1H-1,2,3-triazole-5-carboxylic acid FC=1C=C(C=CC1)C=1N=NNC1C(=O)O